CC1=NNC(=C1C1=CC=2N(C=C1)N=C(N2)N[C@@H]2[C@@H](COCC2)F)C 7-(3,5-dimethyl-1H-pyrazol-4-yl)-N-((3S,4S)-3-fluorotetrahydro-2H-pyran-4-yl)-[1,2,4]triazolo[1,5-a]pyridin-2-amine